NC1=CC=C(C=C1)CC(=O)N1CCC(CC1)C1=CC=C(NC2C(NC(CC2)=O)=O)C=C1 3-[4-[1-[2-(4-aminophenyl)acetyl]-4-piperidyl]anilino]piperidine-2,6-dione